4,4',4'',4'''-Methanetetrayltetrabenzoic acid C(C1=CC=C(C(=O)O)C=C1)(C1=CC=C(C(=O)O)C=C1)(C1=CC=C(C(=O)O)C=C1)C1=CC=C(C(=O)O)C=C1